3-(sec-butyl)-4-(1H-imidazole-4-carbonyl)-1,3,4,5-tetrahydro-2H-benzo[1,4]diazepin-2-one C(C)(CC)C1C(NC2=C(CN1C(=O)C=1N=CNC1)C=CC=C2)=O